C(C)(=O)N1CCP(CC1)(=O)C1=CC2=C(N=C(N=C2N[C@H](C)C=2C(=C(C=CC2)C(CNC(C)=O)(F)F)F)C)C=N1 N-(2-{3-[(1R)-1-{[6-(1-acetyl-4-oxo-1,4lambda5-azaphosphinan-4-yl)-2-methylpyrido[3,4-d]pyrimidin-4-yl]amino}ethyl]-2-fluorophenyl}-2,2-difluoroethyl)acetamide